(S)-(1-(7-(pyridin-3-ylmethyl)-2-((1-(3,4,5-trimethoxyphenyl)-1H-imidazol-4-yl)amino)-5,6,7,8-tetrahydropyrido[3,4-d]pyrimidin-4-yl)pyrrolidin-2-yl)methanol N1=CC(=CC=C1)CN1CC=2N=C(N=C(C2CC1)N1[C@@H](CCC1)CO)NC=1N=CN(C1)C1=CC(=C(C(=C1)OC)OC)OC